(R)-5-(3-((4-(3,5-dimethyl-1-propyl-1H-pyrazol-4-yl)-6-fluoropyridin-2-yl)oxy)pyrrolidin-1-yl)pyridazin-3(2H)-one CC1=NN(C(=C1C1=CC(=NC(=C1)F)O[C@H]1CN(CC1)C1=CC(NN=C1)=O)C)CCC